OC1N(C(N(C1)C)=O)C1=NC=CC(=C1)C(F)(F)F 4-hydroxy-1-methyl-3-[4-(trifluoromethyl)pyridine-2-yl]imidazolidine-2-on